(3-chloro-4-fluorophenyl)(3,3-difluorocyclopentyl)methanone ClC=1C=C(C=CC1F)C(=O)C1CC(CC1)(F)F